Methyl-trioctylmethyl-phosphonium carbonate C([O-])([O-])=O.CC[P+](CCCCCCCC)(CCCCCCCC)CCCCCCCC.CC[P+](CCCCCCCC)(CCCCCCCC)CCCCCCCC